FC(C1=CC=CC(=N1)NC(=O)C1=CC2=CN(N=C2C=C1OC)CCCOC)F N-(6-(difluoromethyl)pyridin-2-yl)-6-methoxy-2-(3-methoxypropyl)-2H-indazole-5-carboxamide